2-amino-N,N-ditetradecylacetamide NCC(=O)N(CCCCCCCCCCCCCC)CCCCCCCCCCCCCC